5-Bromo-N-(1-(2-hydroxy-2-methylpropyl)-3-(pyridin-2-yl)-1H-pyrazol-4-yl)furan-2-carboxamide BrC1=CC=C(O1)C(=O)NC=1C(=NN(C1)CC(C)(C)O)C1=NC=CC=C1